(5R,8S)-2-(3-((E)-(hydroxyimino)methyl)phenyl)-6,7,8,9-tetrahydro-5H-5,8-epoxycyclohepta[d]pyrimidine-4-carboxamide O\N=C\C=1C=C(C=CC1)C=1N=C(C2=C(N1)C[C@@H]1CC[C@H]2O1)C(=O)N